CC1(C(C1)C)C(=O)N 1,2-dimethyl-cyclopropanecarboxamide